Anti-N4-acetylcytidine C(C)(=O)NC1=NC(N([C@H]2[C@H](O)[C@H](O)[C@@H](CO)O2)C=C1)=O